CC1=CC=C(C=C1)CC(C(=O)C1=CC=C(C=C1)N1CCOCC1)CC ((4-Methylphenyl)Methyl)-1-[4-(4-morpholinyl)phenyl]-butane-1-one